S1C(=CC=C1)C(C(=O)N)CC1=CC=CC=C1 2-(2-thienyl)-3-phenylpropionamide